4-[(3-bromophenyl)amino]-2-[(6-methoxy-2-methyl-1,2,3,4-tetrahydroisoquinolin-7-yl)amino]pyrimidine-5-carboxamide BrC=1C=C(C=CC1)NC1=NC(=NC=C1C(=O)N)NC1=C(C=C2CCN(CC2=C1)C)OC